bis-Cbz-lysine C(=O)(OCC1=CC=CC=C1)N([C@@H](CCCCN)C(=O)O)C(=O)OCC1=CC=CC=C1